1-benzyl-N-methyl-3-(2-(2,2,2-trifluoroethyl)phenyl)-1H-pyrazolo[3,4-d]pyrimidine-6-carboxamide C(C1=CC=CC=C1)N1N=C(C=2C1=NC(=NC2)C(=O)NC)C2=C(C=CC=C2)CC(F)(F)F